1-(5-methoxy-4-methyl-2-methylphenyl)propan-2-amine COC=1C(=CC(=C(C1)CC(C)N)C)C